N-[(2S)-2-cyano-1-[5-cyano-2-(trifluoromethyl)phenoxy]propan-2-yl]-4-(trifluoromethylsulfanyl)benzamide C(#N)[C@](COC1=C(C=CC(=C1)C#N)C(F)(F)F)(C)NC(C1=CC=C(C=C1)SC(F)(F)F)=O